COC1=CC=CC=2N1C(=NC2C2=CC(=CC=C2)OC)C2CN(CCC2)C(=O)OC(C)(C)C tert-butyl 3-(5-methoxy-1-(3-methoxyphenyl)imidazo[1,5-a]pyridin-3-yl)piperidine-1-carboxylate